4-cyano-4-[(dodecylsulfanylsulfanylcarbonyl)sulfanyl]pentanol C(#N)C(CCCO)(C)SC(=O)SSCCCCCCCCCCCC